2-(4-(6-((4-cyano-2-fluorobenzyl)oxy)-5-fluoropyridin-2-yl)-2,3,6-trifluorobenzyl)-4-fluoro-1-(2-methoxyethyl)-1H-benzo[d]imidazole-6-carboxylic acid C(#N)C1=CC(=C(COC2=C(C=CC(=N2)C2=C(C(=C(CC3=NC4=C(N3CCOC)C=C(C=C4F)C(=O)O)C(=C2)F)F)F)F)C=C1)F